3-(9-((4-(((tert-butoxycarbonyl)amino)methyl)phenyl)carbamoyl)-4,5-dihydrobenzo[b]thieno[2,3-d]oxepin-8-yl)pyridine-2,6-dicarboxylic acid C(C)(C)(C)OC(=O)NCC1=CC=C(C=C1)NC(=O)C1=CC2=C(OCCC3=C2SC=C3)C=C1C=1C(=NC(=CC1)C(=O)O)C(=O)O